CC=1C(N(C=CN1)[C@H]1CN(CCC1)C(=O)OC(C)(C)C)=O tert-butyl (R)-3-(3-methyl-2-oxopyrazin-1(2H)-yl)piperidine-1-carboxylate